(R)-tert-Butyl 4-(2-(2-formyl-4-nitrophenoxy)ethyl)-2-methylpiperazine-1-carboxylate C(=O)C1=C(OCCN2C[C@H](N(CC2)C(=O)OC(C)(C)C)C)C=CC(=C1)[N+](=O)[O-]